ClC1=C(C=CC=C1OC)C(=O)N1[C@H](C=2C(CC1)=C(N(N2)C)C2=NC(=CC=C2)O)C (2-Chloro-3-methoxy-phenyl)-[(7S)-3-(6-hydroxy-2-pyridinyl)-2,7-dimethyl-5,7-dihydro-4H-pyrazolo[3,4-c]pyridin-6-yl]methanone